C1CCC2=NC3=C(C(=C21)NC(=O)N=[S@](=O)(N)C=2SC(=CC2C)C(C)(C)O)CCC3 (R)-N'-((1,2,3,5,6,7-hexahydrodicyclopenta[b,e]pyridin-8-yl)carbamoyl)-5-(2-hydroxypropan-2-yl)-3-methylthiophene-2-sulfonimidamide